C(=CCCCC)[SiH](Cl)C hexenylmethylchlorosilane